racemic-trans-6-(4-methyl-pyrrolidin-3-yl)-3-(tetrahydro-pyran-4-yl)-7H-imidazo[1,5-a]pyrazin-8-one C[C@H]1[C@@H](CNC1)C=1NC(C=2N(C1)C(=NC2)C2CCOCC2)=O |r|